N-(2-(5-fluoro-1H-indol-3-yl)ethyl)-N-isopropyl-propan-1-amine FC=1C=C2C(=CNC2=CC1)CCN(CCC)C(C)C